tert-butyl 4-(4-chloro-5-((5-(3-ethyl-4-methoxyphenyl)-3-methylpyridin-2-yl)carbamoyl)-1H-pyrazol-1-yl)piperidine-1-carboxylate ClC=1C=NN(C1C(NC1=NC=C(C=C1C)C1=CC(=C(C=C1)OC)CC)=O)C1CCN(CC1)C(=O)OC(C)(C)C